sulfhydryl phosphonate P(OS)([O-])=O